C1(=CC=CC=C1)N(C1=CC=C(C=C1)C1=CC=2C(C3=CC=C(C=C3C(C2C=C1)=O)C1=CC=C(C=C1)N(C1=CC=CC=C1)C1=CC=CC=C1)=O)C1=CC=CC=C1 2,6-bis[4-(diphenylamino)phenyl]-9,10-anthracenedione